N[C@@H](CS)C(=O)N[C@@H](CC1=CNC=N1)C(=O)O Cysteinyl-Histidine